C(=O)(C=C)[N] acryl-nitrogen